1,2-diheptanoyl-sn-glycero-3-phosphate choline OCC[N+](C)(C)C.C(CCCCCC)(=O)OC[C@@H](OC(CCCCCC)=O)COP(=O)(O)O